rhodium triphenylphosphanetrisulfonate C1(=CC=CC=C1)OS(=O)(=O)P(S(=O)(=O)OC1=CC=CC=C1)S(=O)(=O)OC1=CC=CC=C1.[Rh]